3,5-bis-(hydroxymethyl)-1-nitrobenzene OCC=1C=C(C=C(C1)CO)[N+](=O)[O-]